CN1CCC(CC1)(C(=O)O)C 1,4-dimethylpiperidine-4-carboxylic acid